O=C1NC(CCC1N1C(C2=CC=C(C=C2C1=O)N1CCCCC1)=O)=O 1-(2-(2,6-dioxopiperidin-3-yl)-1,3-dioxoisoindolin-5-yl)piperidine